C1(CC1)C1=CC=C(C=C1)NC1=NC(=CC(=C1)NC(OC(C)(C)C)=O)C(NC1CC2=CC=CC=C2C1)=O Tert-butyl (2-((4-cyclopropylphenyl)amino)-6-((2,3-dihydro-1H-inden-2-yl)carbamoyl)pyridin-4-yl)carbamate